C1(CC1)CCOC1=CC=C2C=C(C(=C(C2=C1)F)N1CC(NS1(=O)=O)=O)O 5-[7-(2-cyclopropylethoxy)-1-fluoro-3-hydroxynaphthalen-2-yl]-1λ6,2,5-thiadiazolidine-1,1,3-trione